14-(3-azidopropyl)-7-ethyl-7-hydroxy-10,13-dihydro-11H-[1,3]dioxolano[4,5-g]pyrano[3',4':6,7]indolizino[1,2-b]quinoline-8,11(7H)-dione N(=[N+]=[N-])CCCC1=C2C(=NC=3C=C4C(=CC13)OCO4)C4=CC1=C(C(N4C2)=O)COC(C1(O)CC)=O